5,6-dibutylnaphthalene C(CCC)C1=C2C=CC=CC2=CC=C1CCCC